O1COCC2=C1C=CC=C2CCC(=O)NCC2=CC(=NO2)C=2C=NC=CC2 3-(benzo[d][1,3]dioxan-5-yl)-N-((3-(pyridin-3-yl)isoxazol-5-yl)methyl)propanamide